2-(6-{5-chloro-2-[(oxan-4-yl)amino]pyrimidin-4-yl}-1-oxo-2,3-dihydro-1H-isoindol-2-yl)-N-[1-(pyrimidin-5-yl)ethyl]acetamide ClC=1C(=NC(=NC1)NC1CCOCC1)C1=CC=C2CN(C(C2=C1)=O)CC(=O)NC(C)C=1C=NC=NC1